O=C1N(C(C=C1)=O)CCCCCC(=O)O 6-(2,5-dioxopyrrol-1-yl)hexanoic acid